(4-bromo-2-methylphenyl)-2-(((tetrahydro-2H-pyran-2-yl)methyl)amino)ethanol BrC1=CC(=C(C=C1)C(CNCC1OCCCC1)O)C